C(C1=CC=CC=C1)OC=1C=C(C=CC1)\C(=C(/C(=O)OC)\C)\C1CC1 methyl (Z)-3-(3-(benzyloxy) phenyl)-3-cyclopropyl-2-methylacrylate